NC1=NC=NN2C1=CC=C2[C@H]2[C@@H]([C@@H]([C@@](O2)(C#N)COP(=O)(OC2=CC=CC=C2)N[C@H](C(=O)OCC2CCC2)C)O)O (2S)-cyclobutylmethyl 2-(((((2R,3S,4R,5S)-5-(4-aminopyrrolo[2,1-f][1,2,4]triazin-7-yl)-2-cyano-3,4-dihydroxytetrahydrofuran-2-yl)methoxy)(phenoxy)phosphoryl)amino)propanoate